ethyl 1-[(6-chloro-2-cyanopyridin-3-yl)methyl]-1H-pyrazole-4-carboxylate ClC1=CC=C(C(=N1)C#N)CN1N=CC(=C1)C(=O)OCC